C=C1C[C@H]2[C@@H]3CCC([C@@]3(C)CC[C@@H]2[C@]2(C=CC(C=C12)=O)C)=O 6-methyleneandrostane-1,4-diene-3,17-dione